2-((((6-((((2-acetoxypropan-2-yl)oxy)(methyl)phosphoryl)oxy)-5'-methyl-4-pentyl-2'-(prop-1-en-2-yl)-[1,1'-biphenyl]-2-yl)oxy)(methyl)phosphoryl)oxy)propan-2-yl acetate C(C)(=O)OC(C)(C)OP(=O)(C)OC1=C(C(=CC(=C1)CCCCC)OP(=O)(C)OC(C)(C)OC(C)=O)C1=C(C=CC(=C1)C)C(=C)C